4-amino-1-(2-deoxy-4-thio-β-erythro-pentofuranosyl)-1,3,5-triazin-2(1H)-one NC1=NC(N(C=N1)[C@H]1C[C@H](O)[C@H](S1)CO)=O